Cl.CN(C(OC1=CC2=C(C(=C(C(O2)=O)CC2=C(C(=CC=C2)NS(NC)(=O)=O)Cl)CN2CCNCC2)C=C1)=O)C 3-(2-chloro-3-((N-methylsulfamoyl) amino) benzyl)-2-oxo-4-(piperazin-1-ylmethyl)-2H-benzopyran-7-yl dimethylcarbamate hydrochloride